NC1=CC=C(C=C1)N1CC[C@@]2(C1=NC1=CC=C(C=C1C2=O)C)O (3aS)-1-(4-aminophenyl)-3a-hydroxy-6-methyl-2,3-dihydropyrrolo[2,3-b]quinolin-4-one